2-(3-(ethylamino)-5-(3-((4-methyl-4H-1,2,4-triazol-3-yl)methyl)oxetan-3-yl)phenyl)-6-(((1-methylcyclobutyl)amino)methyl)-4-(trifluoromethyl)isoindolin-1-one C(C)NC=1C=C(C=C(C1)C1(COC1)CC1=NN=CN1C)N1C(C2=CC(=CC(=C2C1)C(F)(F)F)CNC1(CCC1)C)=O